C(C)(C)(C)C1N(CCCC1NC(C1=C(C=C(C=C1NC1=C(C=C(C=C1)I)F)F)F)=O)C(=O)OCC\C=C\C1=NC=CC(=C1N)C1=C(C=CC(=C1)F)F (E)-4-(3-amino-4-(2,5-difluorophenyl)pyridin-2-yl)but-3-en-1-ol tert-butyl-3-(2,4-difluoro-6-((2-fluoro-4-iodophenyl)amino)benzamido)piperidine-1-carboxylate